(R)-2-chloro-N-(5-chloro-6-(2H-1,2,3-triazol-2-yl)pyridin-3-yl)-9-methyl-8,9-dihydropyrazolo[1,5-a]pyrido[2,3-e]pyrimidine-6(7H)-carboxamide ClC1=NN2C(N=CC3=C2[C@@H](CCN3C(=O)NC=3C=NC(=C(C3)Cl)N3N=CC=N3)C)=C1